C1(=CC=CC=C1)C1=NC(=NC(=N1)C1=CC=CC=C1)C1=C(C=CC2=CC=CC=C12)B1OC(C(O1)(C)C)(C)C 2,4-diphenyl-6-(2-(4,4,5,5-tetramethyl-1,3,2-dioxaborolan-2-yl)naphthalen-1-yl)-1,3,5-triazine